4-[2-(1,3-Dioxolan-2-yl)-3-[(4-methoxyphenyl)methoxy]phenyl]-1H-pyrazole O1C(OCC1)C1=C(C=CC=C1OCC1=CC=C(C=C1)OC)C=1C=NNC1